BrC1=CC(=NC=C1OC)[C@@H](C)N([S@](=O)C(C)(C)C)CC (R)-N-((R)-1-(4-bromo-5-methoxypyridin-2-yl)ethyl)-N-ethyl-2-methylpropan-2-sulfinamide